C(C)[C@]1(C(OCC=2C(N3CC=4C(=NC=5C=C(C(=C6C5C4[C@](CC6)(C)NC(CO)=O)C)F)C3=CC21)=O)=O)O N-((1R,9S)-9-Ethyl-5-Fluoro-9-Hydroxy-1,4-Dimethyl-10,13-Dioxo-1,2,3,9,10,12,13,15-Octahydrobenzo[De]Pyrano[3',4':6,7]Indolizino[1,2-b]QuinoLin-1-Yl)-2-Hydroxyacetamide